4-methyl-N-((2R)-3-methyl-1-(9-methyl-8-oxo-7-phenyl-3,9-diazaspiro[5.5]undecan-3-yl)-1-oxobutan-2-yl)picolinamide CC1=CC(=NC=C1)C(=O)N[C@@H](C(=O)N1CCC2(CC1)C(C(N(CC2)C)=O)C2=CC=CC=C2)C(C)C